C(C)(C)(C)C1N(CC[C@@H]([C@H]1F)N1N=CC(=C1C)C=1C=C(C=2N(C1)N=CC2C#N)SC2=NC=CC=C2F)C(=O)OC(CN(C)C)(C)CC ethyldimethyl-methylethanolamine tert-butyl-(3S,4S)-4-[4-[3-cyano-4-[(3-fluoro-2-pyridyl)sulfanyl]pyrazolo[1,5-a]pyridin-6-yl]-5-methyl-pyrazol-1-yl]-3-fluoro-piperidine-1-carboxylate